tert-Butyl 6-chloro-4-((4-methoxybenzyl)oxy)nicotinate ClC1=NC=C(C(=O)OC(C)(C)C)C(=C1)OCC1=CC=C(C=C1)OC